cyclohexanecarboxylic acid methyl ester COC(=O)C1CCCCC1